(5-Chloro-3-ethyl-1,2,3-triazol-4-yl)methanol ClC1=C(N(N=N1)CC)CO